ClC1=CC(=C(C=C1)C(F)(F)F)SC 4-chloro-2-methylsulfanyl-1-(trifluoromethyl)benzene